COC(C1=NC2=NC=CC=C2C=C1)OC Naphthyridine-2-carbaldehyde dimethyl acetal